ClC1=CC(=CN=N1)C1=NN(C2=CC=C(C=C12)OC1(CC1)C)C1OCCCC1 (6-chloropyridazin-4-yl)-5-(1-methylcyclopropoxy)-1-tetrahydropyran-2-yl-indazole